OCCN(CCCCCCCC(=O)OC(CCCCCCCC)CCCCCCCC)CCCCCC(OCCCCCCCCCCC)=O 1-octylnonyl 8-[(hydroxyethyl)[6-oxo-6-(undecyloxy)hexyl]amino]octanoate